[N+](=O)([O-])C=1C(N(C=2C=CC(=NC2C1)C#N)CC#C)=O 7-nitro-6-oxo-5-(prop-2-yn-1-yl)-5,6-dihydro-1,5-naphthyridine-2-carbonitrile